2-(4-(2-(2-Methylpyridin-4-yl)imidazo[1,2-a]pyrimidin-3-yl)phenoxy)acetonitrile CC1=NC=CC(=C1)C=1N=C2N(C=CC=N2)C1C1=CC=C(OCC#N)C=C1